FC(S(=O)(=O)[NH-])(F)F trifluoromethanesulfonyl-amide